CC1=CC(=C2C(=CC3=CC(=O)C=C(C3=C2[O-])O)O1)O The molecule is a phenolate anion obtained by deprotonation of the 5-hydroxy group of norrubrofusarin. It is the major microspecies at pH 7.3. It is a conjugate base of a norrubrofusarin.